((S)-2-cyano-1-(4-(ethylsulfonyl)phenyl)ethyl)-2-((S)-4-(2-(difluoromethoxy)ethyl)-2-((difluoromethoxy)methyl)piperazin-1-yl)thiazole-5-carboxamide C(#N)C[C@@H](C1=CC=C(C=C1)S(=O)(=O)CC)C=1N=C(SC1C(=O)N)N1[C@@H](CN(CC1)CCOC(F)F)COC(F)F